(2R)-benzyl-2-((4-(tert-butyl)phenyl)(2-((2-hydroxy-2-methylpropyl)amino)-2-oxo-1-(pyridin-3-yl) ethyl)carbamoyl)pyrrolidine-1-carboxylate C(C1=CC=CC=C1)OC(=O)N1[C@H](CCC1)C(N(C(C(=O)NCC(C)(C)O)C=1C=NC=CC1)C1=CC=C(C=C1)C(C)(C)C)=O